C(C)(C)(C)NCC(O)C1=NC=CC2=C1C=NN2 2-(tert-butylamino)-1-(1H-pyrazolo[4,3-c]pyridin-4-yl)ethan-1-ol